2-benzyl-2-(((2R,3S,4R,5R)-5-(2-chloro-6-(((R)-2-hydroxypropyl)amino)-9H-purin-9-yl)-3-ethynyl-3,4-dihydroxytetrahydrofuran-2-yl)methoxy)malonic acid C(C1=CC=CC=C1)C(C(=O)O)(C(=O)O)OC[C@H]1O[C@H]([C@@H]([C@@]1(O)C#C)O)N1C2=NC(=NC(=C2N=C1)NC[C@@H](C)O)Cl